O1CCOC12CCN(CC2)C2=NC1=C(N2)C=CC(=C1)\N=C\C1=C(C(=C(C(=C1)Br)O)Br)O (E)-4-(((2-(1,4-dioxa-8-azaspiro[4.5]decan-8-yl)-1H-benzo[d]imidazol-5-yl)imino)methyl)-2,6-dibromobenzene-1,3-diol